Thiocyanat [S-]C#N